6-thiazol-5-yl-3-(2-trimethylsilylethoxymethyl)benzimidazole-4-carboxamide S1C=NC=C1C=1C=C(C2=C(N=CN2COCC[Si](C)(C)C)C1)C(=O)N